CC1(C(N(C2=NC=CC(=C21)C=2C=CC(=C(C(=O)NC1=CC=C(C=C1)F)C2)C(F)(F)F)C2=NC=CC=C2)=O)C 5-(3,3-dimethyl-2-oxo-1-(pyridin-2-yl)-2,3-dihydro-1H-pyrrolo[2,3-b]pyridin-4-yl)-N-(4-fluorophenyl)-2-(trifluoromethyl)benzamide